FC=1C=C(C=CC1F)C1(CCN(CC1)C1=NC(=CC(=C1)C(F)(F)F)C=1C(=NN(C1)C)C)O 4-(3,4-difluorophenyl)-1-(6-(1,3-dimethyl-1H-pyrazol-4-yl)-4-(trifluoromethyl)pyridin-2-yl)piperidin-4-ol